2-(aza-2-phenylindolyl)-[1,3]dioxolane C1(=NC=CC=C1)C=1NC2=CC=CC=C2C1C1OCCO1